FC=1C=CC=C2C(=CC=NC12)C1=NNC2=NC(=CN=C21)N2C[C@@H]1[C@]([C@@H]1CC2)(C2=NOC(=C2)C)CN ((1S,6R,7S)-3-(3-(8-fluoroquinolin-4-yl)-1H-pyrazolo[3,4-b]pyrazin-6-yl)-7-(5-methylisoxazol-3-yl)-3-azabicyclo[4.1.0]heptan-7-yl)methanamine